OCC(CCOC)NC(=O)C=1C=CC=2N(C3=CC=C(C=C3C2C1)C)C1=CC=C(C=C1)C(F)(F)F N-(1-hydroxy-4-methoxybutan-2-yl)-6-methyl-9-[4-(trifluoro-methyl)phenyl]-9H-carbazole-3-carboxamide